ClC1=CC2=C(N(C([C@@H](N=C2C2=CC=CC=C2)C(CC)CC)=O)CCC(=O)OCC)C=C1 (S)-ethyl 3-(7-chloro-2-oxo-3-(pentan-3-yl)-5-phenyl-2,3-dihydro-1H-benzo[e][1,4]diazepin-1-yl)propanoate